NC(C(=O)O)CCC(=O)O 2-aminopentane-dioic acid